B([O-])([O-])O.[Br-].[Br-].[Br-].[V+5] vanadium tribromide borate